6-(1-methylpyrazol-4-yl)-3-(3-thienyl)imidazo[1,2-a]pyrazine CN1N=CC(=C1)C=1N=CC=2N(C1)C(=CN2)C2=CSC=C2